Cl.Cl.C(C1=CC=CC=C1)SC1=CC=C(C=C1)NC([C@H](CC=1C=NC=CC1)NC)=O (S)-N-(4-(benzylsulfanyl)phenyl)-2-(methylamino)-3-(pyridin-3-yl)propanamide dihydrochloride